(3-((tert-butoxycarbonyl)amino)propyl)-1H-pyrazole-4-carboxylic acid C(C)(C)(C)OC(=O)NCCCN1N=CC(=C1)C(=O)O